C(C)(=O)Cl acetic acid, Chloride